C1(CC1)C=1C=C(C=C(C1)C)O 3-cyclopropyl-5-methylphenol